FC1(CCN(CC1)C(=O)C=1C=C2C(=NC1)N(C=C2)C=2C=NC=C(C(=O)NC(CC)CC)C2)F 5-(5-(4,4-difluoropiperidine-1-carbonyl)-1H-pyrrolo[2,3-b]pyridin-1-yl)-N-(pentan-3-yl)nicotinamide